C(CC(=O)C)(=O)[O-].[Sn+2]=O.C(CC(=O)C)(=O)[O-] tin oxide acetoacetate